ethyl 5-fluoropiperidine-3-carboxylate FC1CC(CNC1)C(=O)OCC